N1=CC(=CC=C1)CN1CC(OCC1)C1=NC=C(C=C1)CC1=CC(=CC=C1)C(F)(F)F 4-(pyridin-3-ylmethyl)-2-(5-(3-(trifluoromethyl)benzyl)pyridin-2-yl)morpholine